(R)-N-(5-((6-(3-(3-fluoro-5-(1-methyl-1H-pyrazol-4-yl)phenyl)isoxazolidin-2-yl)pyrimidin-4-yl)amino)-4-methoxy-2-(4-methylpiperazin-1-yl)phenyl)acrylamide FC=1C=C(C=C(C1)C=1C=NN(C1)C)[C@@H]1N(OCC1)C1=CC(=NC=N1)NC=1C(=CC(=C(C1)NC(C=C)=O)N1CCN(CC1)C)OC